N-methyl-N'-tetrahydrofuryl-formylpropanediamine CNC(CC)(NC1OCCC1)C=O